ClC1=CC(=C2C(=N1)C(=NN2COCC[Si](C)(C)C)NC)C=O 5-chloro-3-(methylamino)-1-((2-(trimethylsilyl)ethoxy)methyl)-1H-pyrazolo[4,3-b]pyridine-7-carbaldehyde